2-((1R,2S)-2-amino-1-fluorocyclohexyl)-N-benzyl-3-bromo-5-chlorothieno[3,2-b]pyridin-7-amine hydrochloride Cl.N[C@@H]1[C@@](CCCC1)(F)C1=C(C2=NC(=CC(=C2S1)NCC1=CC=CC=C1)Cl)Br